CC=1C=CC=C2C(=C(NC12)C(=O)O)C1=CC=C(C=C1)C(F)(F)F 7-methyl-3-(4-(trifluoromethyl)phenyl)-1H-indole-2-carboxylic acid